C(C)C=1C=NN2C1N=C(C=C2NCC=2C=NC(=CC2)OCC2CCN(CC2)CC2CCNCC2)N2[C@@H](CCCC2)CCO 2-[(2s)-1-[3-ethyl-7-[[6-[[1-(4-piperidylmethyl)-4-piperidyl]methoxy]-3-pyridyl]methylamino]pyrazolo[1,5-a]pyrimidin-5-yl]-2-piperidyl]ethanol